C(CCC)[Sn](C(=C)OCC)(CCCC)CCCC Tributyl-(1-ethoxyvinyl)stannane